6-(6,7-dihydrothiazolo[5,4-c]pyridin-5(4H)-yl)-2-(trifluoromethyl)-9H-purine N1=CSC=2CN(CCC21)C2=C1N=CNC1=NC(=N2)C(F)(F)F